CC1C(C1)C(=O)NC1=CC2=C(C=N1)C=C(N2)C2=CC(=NC=C2)C 2-methyl-N-(2-(2-methylpyridin-4-yl)-1H-pyrrolo[3,2-c]pyridin-6-yl)cyclopropanecarboxamide